3-(4-((2-cyclopropylethyl)((1r,4r)-4-morpholinocyclohexyl)amino)-1-oxoisoindolin-2-yl)piperidine-2,6-dione C1(CC1)CCN(C1=C2CN(C(C2=CC=C1)=O)C1C(NC(CC1)=O)=O)C1CCC(CC1)N1CCOCC1